2-hydroxypent-3-yn OC(C)C#CC